4-((4-(3-fluoro-5-(trifluoromethyl)phenyl)-1-(4-(trifluoromethyl)benzyl)-1H-indole-7-carboxamido)methyl)benzoic acid FC=1C=C(C=C(C1)C(F)(F)F)C1=C2C=CN(C2=C(C=C1)C(=O)NCC1=CC=C(C(=O)O)C=C1)CC1=CC=C(C=C1)C(F)(F)F